indium gallium oxide Aluminum [Al+3].[O-2].[Ga+3].[In+3]